N-decylleucine C(CCCCCCCCC)N[C@@H](CC(C)C)C(=O)O